FC=1C=C(C=C(C1)F)[C@@H]1N(OCC1)C(=O)[C@@H]1[C@@H](CN(CC1)C1=NC=C(C=N1)S(=O)(=O)C)F ((R)-3-(3,5-difluorophenyl)isoxazolidin-2-yl)((3S,4R)-3-fluoro-1-(5-(methylsulfonyl)pyrimidin-2-yl)piperidin-4-yl)methanone